3-(2,3-Dihydrobenzo[b][1,4]dioxin-6-yl)-1,5-dimethyl-1H-pyrazol-4-ol O1C2=C(OCC1)C=C(C=C2)C2=NN(C(=C2O)C)C